6-isopropoxy-N-(1-methyl-2-oxo-1,2-dihydropyridin-3-yl)-2-(1-methyl-2-oxabicyclo[2.1.1]hex-4-yl)-2H-pyrazolo[3,4-b]pyridine-5-carboxamide C(C)(C)OC=1C(=CC=2C(N1)=NN(C2)C21COC(C2)(C1)C)C(=O)NC=1C(N(C=CC1)C)=O